2-methyl-5,6,7,8-tetrahydro-2,6-naphthyridin-1(2H)-one CN1C(C=2CCNCC2C=C1)=O